5-(4-(Hexyloxy)-1,2,5-thiadiazol-3-yl)-1-methyl-1-(1-(propionyloxy)propyl)-1,2,3,6-tetrahydropyridin-1-ium chloride 1-Chloropropyl-propionate ClC(CC)OC(CC)=O.[Cl-].C(CCCCC)OC=1C(=NSN1)C1=CCC[N+](C1)(C(CC)OC(CC)=O)C